NC1=C(C2=C(N=C(N=C2)N2CCN(CC2)C(CCCC)=O)N1C1=C(C(=CC=C1C)O)C)C(=O)N 6-amino-7-(3-hydroxy-2,6-dimethylphenyl)-2-(4-pentanoylpiperazin-1-yl)-7H-pyrrolo[2,3-d]pyrimidine-5-carboxamide